N1(C=NC=C1)CC1=CC=C(C=C1)NC=1N=CC2=C(N1)CN(CC2)C2=C(C1=C(OCCN1)N=C2)C N-{4-[(1H-imidazol-1-yl)methyl]phenyl}-7-{8-methyl-1H,2H,3H-pyrido[2,3-b][1,4]oxazin-7-yl}-5H,6H,7H,8H-pyrido[3,4-d]pyrimidin-2-amine